(4-chlorophenyl)-3-((1s,3r)-3-hydroxycyclopentyl)-8-(1-methyl-1H-pyrazol-4-yl)pyrido[3,4-d]pyrimidin-4(3H)-one ClC1=CC=C(C=C1)C=1N(C(C2=C(N1)C(=NC=C2)C=2C=NN(C2)C)=O)[C@@H]2C[C@@H](CC2)O